C(#N)C1=C(C=C(C=N1)NC([C@@](COC1=NC=NC(=C1)C(F)(F)F)(C)O)=O)C(F)(F)F (S)-N-(6-cyano-5-(trifluoromethyl)pyridin-3-yl)-2-hydroxy-2-methyl-3-((6-(trifluoromethyl)pyrimidin-4-yl)oxy)propanamide